N-(6-fluoroquinolin-8-yl)-5-(piperazin-1-yl)pyrazine-2-carboxamide FC=1C=C2C=CC=NC2=C(C1)NC(=O)C1=NC=C(N=C1)N1CCNCC1